NCCCN1C(=NCCC1)C 1-(3-Aminopropyl)-2-methyl-1,4,5,6-tetrahydropyrimidine